(S)-N-(5-(1-(4-(chloromethyl)benzyl)piperidin-4-yl)pyridin-2-yl)-4-(3-phenylisoxazolidin-2-yl)-5-(trifluoromethyl)pyrimidin-2-amine ClCC1=CC=C(CN2CCC(CC2)C=2C=CC(=NC2)NC2=NC=C(C(=N2)N2OCC[C@H]2C2=CC=CC=C2)C(F)(F)F)C=C1